6-(4-(pentafluoro-λ6-sulfaneyl)benzamido)-N-((tetrahydro-2H-pyran-2-yl)oxy)chromane-2-carboxamide FS(C1=CC=C(C(=O)NC=2C=C3CCC(OC3=CC2)C(=O)NOC2OCCCC2)C=C1)(F)(F)(F)F